benzyl (S)-3-bromo-2,6,9-trimethyl-4H-thieno[3,2-f][1,2,4]triazolo[4,3-a][1,4]diazepine-5(6H)-carboxylate BrC1=C(SC2=C1CN([C@H](C=1N2C(=NN1)C)C)C(=O)OCC1=CC=CC=C1)C